C(C)C1OC(=C(C1)O)C 2-ethyl-4-hydroxy-5-methyl-2H-furan